5-bromo-2-(1-methyl-4-piperidyl)-1,3-benzothiazole BrC=1C=CC2=C(N=C(S2)C2CCN(CC2)C)C1